3-(4-(N-((S)-piperidin-3-yl)formamidyl)phenoxy)propanoic acid N1C[C@H](CCC1)N(C=O)C1=CC=C(OCCC(=O)O)C=C1